2-{2-[4-(4-methylphenyl)piperazin-1-yl]Acetamido}benzamide CC1=CC=C(C=C1)N1CCN(CC1)CC(=O)NC1=C(C(=O)N)C=CC=C1